CC(C)(CC#C)O 2-methylpent-4-yn-2-ol